C1(CCCC1)CCC1=NC(=NO1)C1=CC2=C(N(C=N2)CCCCNC(C2=CC=C(C=C2)OC)=O)C=C1 N-(4-(5-(5-(2-cyclopentylethyl)-1,2,4-oxadiazol-3-yl)-1H-benzo[d]imidazol-1-yl)butyl)-4-methoxybenzamide